Cl.FC1(CC=C(CC1)C=1CCCC2=C(C1C1=CC=C(C=C1)CC1CN(C1)CCCF)C=CC(=C2)C(=O)O)F 8-(4,4-difluorocyclohex-1-en-1-yl)-9-(4-((1-(3-fluoropropyl)azetidin-3-yl)methyl)phenyl)-6,7-dihydro-5H-benzo[7]annulene-3-carboxylic acid hydrochloride